ICC1(CC1)CI 1,1-bis(Iodomethyl)cyclopropane